ClC1=CC=C2CCN(C2=C1)CC=1C(=NC(=NC1)N)N 5-((6-chloroindolin-1-yl)methyl)pyrimidine-2,4-diamine